15-pentadecanol CCCCCCCCCCCCCCCO